CC(C(C)C)N(C1=CC=CC=C1)C(CC1(CCN(CC1)C(N(C)C1=CC=C(C=C1)F)=O)C(=O)O)=O 4-[2-(N-[(l)-1,2-dimethylpropyl]anilino)-2-oxo-ethyl]-1-[(4-fluorophenyl)-methyl-carbamoyl]piperidine-4-carboxylic acid